tert-Butyl ((R)-1-(7-((S)-1-(((S*)-2-amino-3,3,3-trifluoropropyl-1,1-d2)amino)-2-methoxyethyl)imidazo[1,2-b]pyridazinyl)-2-((1,1,1-trifluoro-2-methylpropan-2-yl)oxy)ethyl)carbamate N[C@@H](C([2H])([2H])N[C@H](COC)C1=CC=2N(N=C1)C=C(N2)[C@H](COC(C(F)(F)F)(C)C)NC(OC(C)(C)C)=O)C(F)(F)F |o1:1|